ClC=1C(=CC(=C(C1)NC(=O)N1CCN(CC1)C1=NC=NC(=C1)N1C=NC(=C1C)C)OC)OC N-(5-chloro-2,4-di-methoxyphenyl)-4-(6-(4,5-dimethyl-1H-imidazol-1-yl)pyrimidin-4-yl)piperazine-1-carboxamide